2-((4-(2-oxo-2,3-dihydrobenzo[d]oxazol-6-yl)-2-sulfamoyl-3-(1H-tetrazol-5-yl)phenyl)sulfonyl)ethanaminium 2,2,2-trifluoroacetate FC(C(=O)[O-])(F)F.O=C1OC2=C(N1)C=CC(=C2)C2=C(C(=C(C=C2)S(=O)(=O)CC[NH3+])S(N)(=O)=O)C2=NN=NN2